FC1=CC=C(C=C1)C1=NOC=C1 3-(4-fluorophenyl)-1,2-oxazole